1,2-bis(3-glycidoxypropyldimethoxysilyl)ethane C(C1CO1)OCCC[Si](CC[Si](OC)(OC)CCCOCC1CO1)(OC)OC